2-[4-[4-(2-Diisopropylamino-ethylcarbamoyl)-phenyl]-6-(4-hydroxy-piperidin-1-yl)-pyrimidin-2-ylamino]-4-methyl-5-thiazolecarboxylic acid ethyl ester C(C)OC(=O)C1=C(N=C(S1)NC1=NC(=CC(=N1)C1=CC=C(C=C1)C(NCCN(C(C)C)C(C)C)=O)N1CCC(CC1)O)C